C(C)(C)(C)C1=CC=C(C=C1)N1C2=NN=C(N2C=2C=NC3=CC=C(C=C3C12)C=1C=CC(=NC1)NCCN1CCOCC1)CC 5-[16-(4-tert-butylphenyl)-12-ethyl-8,11,13,14,16-pentaazatetracyclo[8.6.0.02,7.011,15]Hexadec-1(10),2,4,6,8,12,14-heptaen-4-yl]-N-[2-(morpholin-4-yl)ethyl]Pyridin-2-amine